COC=1C=C2C(=NC=NC2=CC1OC)NC1=CC=C(C=C1)P(OCC)(OCC)=O diethyl (4-((6,7-dimethoxyquinazolin-4-yl)amino)phenyl)phosphonate